6,6-Dimethyl-3-pentyl-7,8,9,10-tetrahydrobenzo[c]chromene-1,9-diol CC1(OC=2C=C(C=C(C2C2=C1CCC(C2)O)O)CCCCC)C